S1SC(CC1)CCCCC(=O)OCCCCCCOC(CCCC1=CC=CC=C1)=O 6-((4-phenylbutanoyl)oxy)hexyl 5-(1,2-dithiolan-3-yl)pentanoate